[Cu].[Ag] Silver-copper